tert-Butyl 4-(3-(3-(4-methoxybenzyl)-2,4-dioxotetrahydropyrimidin-1(2H)-yl)-1-methyl-1H-indazol-5-yl)-3,6-dihydropyridine-1(2H)-carboxylate COC1=CC=C(CN2C(N(CCC2=O)C2=NN(C3=CC=C(C=C23)C=2CCN(CC2)C(=O)OC(C)(C)C)C)=O)C=C1